L-2-Cyclopentyl-Glycine C1(CCCC1)[C@H](N)C(=O)O